The molecule is a class I yanuthone that is yanuthone E in which the sesquiterpenoid double bond furthest from the epoxycyclohexenone ring has undergone formal addition of water to give the corresponding tertiary alcohol. It has a role as an Aspergillus metabolite. It is a class I yanuthone, a tertiary alcohol, a dicarboxylic acid monoester, a secondary alcohol and a triol. It derives from a yanuthone E and a 3-hydroxy-3-methylglutaric acid. C/C(=C\\CC/C(=C/C[C@]12[C@H](O1)[C@@H](C(=CC2=O)COC(=O)CC(C)(CC(=O)O)O)O)/C)/CCCC(C)(C)O